((3-fluoro-4-nitrophenyl)sulfonyl)piperidine-3-carboxylic acid ethyl ester C(C)OC(=O)C1CN(CCC1)S(=O)(=O)C1=CC(=C(C=C1)[N+](=O)[O-])F